C12(CC3CC(CC(C1)C3)C2)CN2N=CC(=C2C)C2=CC=C3C(=CC=NC3=C2C(=O)OC)NC2=NC=CC=C2C(=O)OC(C)(C)C methyl 7-(1-(adamantan-1-ylmethyl)-5-methyl-1H-pyrazol-4-yl)-4-((3-(tert-butoxycarbonyl)pyridin-2-yl)amino)quinoline-8-carboxylate